bis(hydroxyethyl) Terephthalate (Bis(hydroxyethyl) Terephthalate) OCCC=1C(=C(C(=O)O)C=CC1C(=O)O)CCO.C(C1=CC=C(C(=O)OCCO)C=C1)(=O)OCCO